(R)-4-(9-ethyl-6-(3-methylmorpholino)-2-(4-phenyl-1H-pyrazol-1-yl)-9H-purin-8-yl)-1-methylpiperazin-2-one C(C)N1C2=NC(=NC(=C2N=C1N1CC(N(CC1)C)=O)N1[C@@H](COCC1)C)N1N=CC(=C1)C1=CC=CC=C1